COC(=O)C=1C=CC2=C(N(C(=N2)CC2=C(C=C(C(=C2)F)C2=NC(=CC=C2)OCC=2C=NC(=CC2OC)Cl)F)C[C@H]2OCC2)C1 (S)-2-(4-(6-((6-chloro-4-methoxypyridin-3-yl)methoxy)pyridin-2-yl)-2,5-difluorobenzyl)-1-(oxetan-2-ylmethyl)-1H-benzo[d]imidazole-6-carboxylic acid methyl ester